ClC=1N=CC(=NC1)SC1=CC=NC2=C(C=CC=C12)F 4-((5-chloropyrazin-2-yl)thio)-8-fluoroquinoline